CC1(OB(OC1(C)C)C1=CC(=C(C(=C1)F)F)F)C 4,4,5,5-tetramethyl-2-(3,4,5-trifluorophenyl)-1,3,2-dioxaborolan